(S)-N-(5-(4-((5-azaspiro[2.3]hexan-4-yl)methoxy)-1-methyl-1H-pyrazol-5-yl)pyrazolo[1,5-a]pyridin-2-yl)cyclopropanecarboxamide C1CC12[C@H](NC2)COC=2C=NN(C2C2=CC=1N(C=C2)N=C(C1)NC(=O)C1CC1)C